biphenyl-d1 C=1(C(=CC=CC1)[2H])C1=CC=CC=C1